CN(C(OC(C)(C)C)=O)[C@@H]1COCC=2NC(C=3C=C(C(=CC3C21)F)F)=O tert-Butyl N-methyl-N-[(1S)-8,9-difluoro-6-oxo-1,2,4,5-tetrahydropyrano[3,4-c]isoquinolin-1-yl]carbamate